CC1=CC2=C(N=C(N=C2NCCCC2=CC=C(C=C2)C2=CC=C(C=C2)C#N)SC)S1 4'-(3-((6-methyl-2-(methylthio)thieno[2,3-d]pyrimidin-4-yl)amino)propyl)-[1,1'-biphenyl]-4-carbonitrile